C(C=C)N1N=CC(=C1)C(=O)O 1-allyl-pyrazole-4-carboxylic acid